N'-((1,2,3,5,6,7-hexahydro-s-indacen-4-yl)carbamoyl)-4-(hydroxymethyl)-2-(2-hydroxypropan-2-yl)thiazole-5-sulfonimidamide C1CCC2=C(C=3CCCC3C=C12)NC(=O)N=S(=O)(N)C1=C(N=C(S1)C(C)(C)O)CO